2-Methoxyethyl 2,6-dimethyl-4-(2-nitrophenyl)-5-((3-(pyridin-4-yl) propyl) carbamoyl)-1,4-dihydropyridine-3-carboxylate CC=1NC(=C(C(C1C(=O)OCCOC)C1=C(C=CC=C1)[N+](=O)[O-])C(NCCCC1=CC=NC=C1)=O)C